N-Tetralin-1-ylfuro[2,3-d]pyrimidin-4-amine C1(CCCC2=CC=CC=C12)NC=1C2=C(N=CN1)OC=C2